2-chloro-3-[2-chloro-5-[4-(difluoromethyl)-3-methyl-5-oxo-1,2,4-triazol-1-yl]-4-fluorophenyl]propanoic acid ClC(C(=O)O)CC1=C(C=C(C(=C1)N1N=C(N(C1=O)C(F)F)C)F)Cl